5-Fluoro-3-methoxy-pyridine-2-carbaldehyde FC=1C=C(C(=NC1)C=O)OC